(4-aminoimidazo[1,5-a]quinoxalin-8-yl)((2S,4aS,9aR)-6-fluoro-2-methyl-7-(trifluoromethyl)-2,3,9,9a-tetrahydroindeno[2,1-b][1,4]oxazin-4(4aH)-yl)methanone NC=1C=2N(C3=CC(=CC=C3N1)C(=O)N1[C@@H]3[C@H](O[C@H](C1)C)CC=1C=C(C(=CC13)F)C(F)(F)F)C=NC2